methyl-azetidine-1-carboxylate COC(=O)N1CCC1